(RS)-Ethyl 5-(butyl)-1-cyclopropyl-9-methoxy-8-(3-methoxypropoxy)-2-oxo-1,5-dihydro-2H-chromeno[4,3-b]pyridine-3-carboxylate C(CCC)[C@H]1OC=2C=C(C(=CC2C=2N(C(C(=CC21)C(=O)OCC)=O)C2CC2)OC)OCCCOC |r|